CN(C1CCN(CC1)C=1C2=CN(N=C2C(=C(C1)F)C(=O)O)C)C 4-[4-(dimethylamino)-1-piperidyl]-6-fluoro-2-methyl-indazole-7-carboxylic acid